water copper aluminum [Al].[Cu].O